tert-Butyl [(3S,5R)-5-methyl-1-(3-nitro-1-oxido-6,7-dihydro-5H-cyclopenta[b]pyridin-4-yl)piperidin-3-yl]carbamate C[C@@H]1C[C@@H](CN(C1)C1=C2C(=[N+](C=C1[N+](=O)[O-])[O-])CCC2)NC(OC(C)(C)C)=O